C(C=C)OC(=O)N1CCNCCC1 [1,4]diazepan-1-carboxylic acid allyl ester